FC1=NC=C(C(=O)NCC=2C(NC(=C3CCCCC23)C)=O)C=C1 6-fluoro-N-((1-methyl-3-oxo-2,3,5,6,7,8-hexahydroisoquinolin-4-yl)methyl)nicotinamide